(3aR,4R,6aR)-4-(2,4-dioxo-3,4-dihydropyrimidin-1(2H)-yl)-6-(hydroxymethyl)-2,2-dimethyltetrahydrofurano[3,4-d][1,3]Dioxole-4-carbonitrile O=C1N(C=CC(N1)=O)[C@@]1(OC([C@H]2OC(O[C@H]21)(C)C)CO)C#N